COC(C[C@H]1O[C@@H]([C@H](C(C1)=C)O[Si](C)(C)C(C)(C)C)CO)=O ((2s,5s,6r)-5-(tert-butyldimethylsilyloxy)-6-(hydroxymethyl)-4-methylenetetrahydro-2H-pyran-2-yl)acetic acid methyl ester